OC1=CNC=C1 (3S)-3-hydroxypyrrole